C(C)(C)(C)C1=CC=C(C=C1)NC=1C=CC2=C(OCC(N2C)=O)C1 7-((4-(Tert-butyl)phenyl)amino)-4-methyl-2H-benzo[b][1,4]oxazin-3(4H)-one